2-(3-pyridyl)[1,2]benzisoselenazol-3(2H)-one N1=CC(=CC=C1)N1[Se]C2=C(C1=O)C=CC=C2